6-((3-(5-(5-fluoropyridin-3-yl)-4,5-dihydro-1H-pyrazole-1-carbonyl)bicyclo[1.1.1]-pentan-1-yl)-methoxy)pyrimidine-4-carbonitrile FC=1C=C(C=NC1)C1CC=NN1C(=O)C12CC(C1)(C2)COC2=CC(=NC=N2)C#N